C(CCCCCCC)P(CC(N(CC(C)C)CC(C)C)=O)(C1=CC=CC=C1)=O Octyl-(phenyl)-N,N-diisobutylcarbamoylmethylphosphine oxide